1-((2R,5S)-4-(7-(3-amino-5-methylbenzo[d]isoxazol-4-yl)-6-chloro-8-fluoro-2-(2-morpholinoethylamino)quinazolin-4-yl)-2,5-dimethylpiperazin-1-yl)prop-2-en-1-one NC1=NOC2=C1C(=C(C=C2)C)C2=C(C=C1C(=NC(=NC1=C2F)NCCN2CCOCC2)N2C[C@H](N(C[C@@H]2C)C(C=C)=O)C)Cl